2-[2-(4-cyclopropyl-6-methoxy-pyrimidin-5-yl)-4-[[4-[1-methyl-4-(trifluoromethyl)imidazol-2-yl]phenyl]methoxy]pyrrolo[3,2-d]pyrimidin-5-yl]ethanamine C1(CC1)C1=NC=NC(=C1C=1N=C(C2=C(N1)C=CN2CCN)OCC2=CC=C(C=C2)C=2N(C=C(N2)C(F)(F)F)C)OC